1,1-bis(3-tert-butyl-4-hydroxyphenyl)propane ethyl-cis-4-(4-benzamido-2-oxopyrimidin-1(2H)-yl)cyclohexane-1-carboxylate C(C)OC(=O)[C@@H]1CC[C@@H](CC1)N1C(N=C(C=C1)NC(C1=CC=CC=C1)=O)=O.C(C)(C)(C)C=1C=C(C=CC1O)C(CC)C1=CC(=C(C=C1)O)C(C)(C)C